C(C)(C)N1C=CC=2C(=NC(=CC21)NC=2SC(=CN2)C)C=2C(=C(C=CC2)NC(C=C)=O)C N-(3-(1-isopropyl-6-((5-methylthiazol-2-yl)amino)-1H-pyrrolo[3,2-c]pyridin-4-yl)-2-methylphenyl)acrylamide